C(C1=CC=CC=C1)OC1=C(C=CC=C1F)C1=CC(=CC=C1F)C[C@]1(C[C@H](CC1)NS(=O)(=O)C)C(=O)N (1R,3S)-1-((2'-(benzyloxy)-3',6-difluoro-[1,1'-biphenyl]-3-yl)methyl)-3-(methylsulfonamido)cyclopentane-1-carboxamide